CS(=O)(=O)C=1C=C(C=CC1)C(C1=CC=NC=C1)C1CCNCC1 4-[(3-methylsulfonylphenyl)-(4-piperidinyl)methyl]Pyridine